ClC(C)C1=NC(=NO1)C=1C=NC=C(C1)OC 5-(1-chloroethyl)-3-(5-methoxypyridin-3-yl)-1,2,4-oxadiazole